6-hydroxy-3,4,8-trimethyl-2-naphthoic acid OC=1C=C2C(=C(C(=CC2=C(C1)C)C(=O)O)C)C